3,3-dimethyl-2H-[1,4]dioxino[2,3-b]pyridine-8-carbaldehyde CC1(COC=2C(=NC=CC2C=O)O1)C